N1C(=CC=C1)C(=O)N AZOLEAMID